benzyl 4-(2-methoxy-4-nitrophenyl)-5,6-dihydropyridine-1(2H)-carboxylate COC1=C(C=CC(=C1)[N+](=O)[O-])C1=CCN(CC1)C(=O)OCC1=CC=CC=C1